methyl (E)-3-(2,5-dimethoxy-4-(2-methyl-1-oxo-1,2-dihydro-2,7-naphthyridin-4-yl)phenyl)acrylate COC1=C(C=C(C(=C1)C1=CN(C(C2=CN=CC=C12)=O)C)OC)/C=C/C(=O)OC